P(=O)(OC1=C(C=C(C=C1)CC=C)OC)(OC1=C(C=C(C=C1)CC=C)OC)OC1=C(C=C(C=C1)CC=C)OC tri(4-allyl-2-methoxyphenyl) phosphate